N,2-dimethyl-N-[4-methyl-2-(3-pyridyl)thiazol-5-yl]-3-methylthiopropanamide CN(C(C(CC)C)=S)C1=C(N=C(S1)C=1C=NC=CC1)C